C(C)(C)(C)OC(=O)N1[C@H]2CN(C[C@@H]1CC2)C2=NC(=CC1=CC(=CC=C21)Cl)Cl (1R,5S)-3-(3,6-dichloroisoquinolin-1-yl)-3,8-diazabicyclo[3.2.1]octane-8-carboxylic acid tert.Butyl ester